FC(N1CCC(CC1)(O)C=1C=C2C(N(C(C2=CC1)=O)C1C(NC(CC1)=O)=O)=O)(C1=CC=CC=C1)F 5-(1-(difluoro(phenyl)methyl)-4-hydroxypiperidin-4-yl)-2-(2,6-dioxopiperidin-3-yl)isoindoline-1,3-dione